Cl.CC=1N=C2N(N=C(C=C2C)C2=CC3=C(N=C(S3)N(C3C[C@@H](NCC3)C)C)C(=C2)F)C1 6-(2,8-Dimethylimidazo[1,2-b]pyridazin-6-yl)-4-fluoro-N-methyl-N-[(2S)-2-methylpiperidin-4-yl]-1,3-benzothiazol-2-amin-Hydrochlorid